3-(4-methylpiperazin-1-yl)cyclopentane-1-carboxamide CN1CCN(CC1)C1CC(CC1)C(=O)N